C(C1=CC=NC=C1)(=O)NNC(C1=NC=C(C=C1)CCCCC)=O N'-isonicotinoyl-5-pentylpicolinohydrazide